(2-amino-[1,2,4]triazolo[1,5-a]pyridin-7-yl)-N-(2,2-difluoro-3-hydroxy-3-(4-(trifluoromethyl)phenyl)butyl)-2-fluoro-6-methylbenzamide NC1=NN2C(C=C(C=C2)C=2C(=C(C(=O)NCC(C(C)(C3=CC=C(C=C3)C(F)(F)F)O)(F)F)C(=CC2)C)F)=N1